(R and S)-5-methyl-3-(4-(4,4,5,5-tetramethyl-1,3,2-dioxaborolan-2-yl)phenyl)oxazolidin-2-one C[C@@H]1CN(C(O1)=O)C1=CC=C(C=C1)B1OC(C(O1)(C)C)(C)C |r|